C(#N)C=1C2=C(C(=NC1N1[C@H](CC1)C)N1CC3C(C(C1)C3)CC(=O)O)CCCCC2 2-(3-(4-cyano-3-((S)-2-methylazetidin-1-yl)-6,7,8,9-tetrahydro-5H-cyclohepta[c]pyridin-1-yl)-3-azabicyclo[3.1.1]heptan-6-yl)acetic acid